C(C1=CC=CC=C1)N(CC1=CC=CC=C1)CC1=NN(C(N1C)=O)C1=CC(=C(C(=O)NC2=C(C=CC=C2)C)C=C1F)O[C@@H](C)CCC 4-{3-[(dibenzylamino)methyl]-4-methyl-5-oxo-4,5-dihydro-1H-1,2,4-triazol-1-yl}-5-fluoro-N-(2-methylphenyl)-2-[(2S)-pent-2-yloxy]benzamide